C(CCCC)OC(C=1C(O)=CC=CC1)=O salicylic acid n-amyl ester